C[C@@H]1[C@H]([C@@H]([C@@H]([C@H](O1)O[C@H]2[C@H]([C@@H]([C@H](O[C@@H]2O[C@@H]3[C@H](OC([C@@H]([C@H]3O)NC(=O)C)OP(=O)([O-])OP(=O)([O-])OC/C=C(/C)\\CC/C=C(/C)\\CC/C=C(/C)\\CC/C=C(/C)\\CC/C=C(/C)\\CC/C=C(/C)\\CC/C=C(/C)\\CC/C=C(/C)\\CC/C=C(\\C)/CC/C=C(\\C)/CCC=C(C)C)CO)C)O)O)O)O)O The molecule is a doubly-charged organophosphate oxoanion resulting from the removal of two protons from the diphosphate group of alpha-D-rhamnosyl-(1->2)-alpha-D-rhamnosyl-(1->4)-N-acetyl-D-glucosaminyl undecaprenyl diphosphate It is a conjugate base of an alpha-D-rhamnosyl-(1->2)-alpha-D-rhamnosyl-(1->4)-N-acetyl-D-glucosaminyl undecaprenyl diphosphate.